6-{3-Cyanopyrrolo[1,2-b]pyridazin-7-yl}-4-(isopropylamino)pyridin-3-ylboronic acid C(#N)C1=CC=2N(N=C1)C(=CC2)C2=CC(=C(C=N2)B(O)O)NC(C)C